C(C)N(CC)CCN(CCOC(OC(CCCCCCCCCC(=O)OCC(CCCCCCCC)CCCCCC)CCCCCC)=O)CCOC(CCCCCCC\C=C/CCCCCCCC)=O 2-hexyldecyl 3-ethyl-12-hexyl-6-(2-(oleoyloxy) ethyl)-10-oxo-9,11-dioxa-3,6-diazaheneicosane-21-carboxylate